OC([C@](N([2H])[2H])([C@](O)(\C(=C(\C(C(C(C(C(CCCCCCCC)[2H])([2H])[2H])([2H])[2H])([2H])[2H])([2H])[2H])/[2H])\[2H])[2H])[2H])([2H])[2H] Sphingosine-d17